C1(CC1)C1=C(C(=NO1)C1=C(C=CC=C1Cl)Cl)COC1C[C@H]2CC[C@@H](C1)N2C2=NOC(=N2)C2=C(C=C(C(=O)O)C=C2)C 4-(3-((1r,3r,5s)-3-((5-cyclopropyl-3-(2,6-dichlorophenyl)isoxazol-4-yl)methoxy)-8-azabicyclo[3.2.1]octan-8-yl)-1,2,4-oxadiazol-5-yl)-3-methylbenzoic acid